CC(C#CC(SC)=O)(C)N(CCOCC1=C(CCCC1(C)C)C)C S-methyl 4-methyl-4-[methyl-[2-[(2,6,6-trimethylcyclohexen-1-yl)methoxy]ethyl]amino]pent-2-ynethioate